COC1=C(C=CC=C1)CCNS(=O)(=O)C1=C(C=CC(=C1)[N+](=O)[O-])C N-[2-(2-methoxyphenyl)ethyl]-2-methyl-5-nitro-benzenesulfonamide